19-(oxan-2-yl)-6-(propan-2-yl)-8,14-dioxa-4,5,10,19,20-pentaazatetracyclo[13.5.2.12,5.018,21]tricosa-1(20),2(23),3,15(22),16,18(21)-hexaen-9-one O1C(CCCC1)N1C=2C=CC=3OCCCNC(OCC(N4N=CC(C(=N1)C2C3)=C4)C(C)C)=O